C(C)(C)(C)OC(=O)C1=NC(=CC=C1NC(C)C=1C=C(C=C2C(N(C(=NC12)N1C[C@H]2C([C@H]2C1)C(=O)OC)C)=O)C)Cl methyl (1R,5S,6r)-3-(8-(1-((2-(tert-butoxycarbonyl)-6-chloropyridin-3-yl)amino)ethyl)-3,6-dimethyl-4-oxo-3,4-dihydroquinazolin-2-yl)-3-azabicyclo[3.1.0]hexane-6-carboxylate